FC1=C(CNC(=O)[C@@H]2C[C@H](C2)OC2=NC=C(C=C2)C(F)(F)F)C=CC(=C1C=1NC(C=C(N1)C(F)(F)F)=O)C(F)(F)F trans-N-{2-fluoro-3-[6-oxo-4-(trifluoromethyl)-1,6-dihydropyrimidin-2-yl]-4-(trifluoromethyl)benzyl}-3-{[5-(trifluoromethyl)pyridin-2-yl]oxy}cyclobutane-1-carboxamide